Cl.C(C1=CC=CC=C1)OC(=O)N1CCN(CC1)CC=1C=C2CNCC2=CC1 4-(isoindolin-5-ylmethyl)piperazine-1-carboxylic acid benzyl ester hydrochloride